3-(4-(8-((4-(4-acryloylpiperazin-1-yl)-6-chloro-8-fluoro-7-(3-hydroxynaphthalen-1-yl)quinazolin-2-yl)amino)octyl)-1-oxoisoindolin-2-yl)piperidine-2,6-dione C(C=C)(=O)N1CCN(CC1)C1=NC(=NC2=C(C(=C(C=C12)Cl)C1=CC(=CC2=CC=CC=C12)O)F)NCCCCCCCCC1=C2CN(C(C2=CC=C1)=O)C1C(NC(CC1)=O)=O